8-(4-chlorophenyl)-2-ethoxy-1,6-naphthyridin-7(6H)-one ClC1=CC=C(C=C1)C=1C(NC=C2C=CC(=NC12)OCC)=O